Racemic-17-amino-12-(hydroxymethyl)-6,15-bis(trifluoromethyl)-19-oxa-3,4,13,18-tetrazatricyclo[12.3.1.12,5]nonadeca-1(18),2,4,14,16-pentaen-6-ol NC1=CC(=C2NC(CCCCCC(C3=NN=C(C1=N2)O3)(O)C(F)(F)F)CO)C(F)(F)F